C1(CC1)COC=1C=CC(=NC1)NC([C@H](C)N1C[C@@](C(CC1)(F)F)(C1=CNC(C=C1)=O)C)=O (S)-N-(5-(cyclopropylmethoxy)pyridin-2-yl)-2-((S)-4,4-difluoro-3-methyl-3-(6-oxo-1,6-dihydropyridin-3-yl)piperidin-1-yl)propanamide